COC(=O)C=1C=CC(=C2C1CC(O2)(C)C)Br 7-bromo-2,2-dimethyl-2,3-dihydrobenzofuran-4-carboxylic acid methyl ester